(5-bromo-1,3-benzothiazol-2-yl)methylamine hydrochloride Cl.BrC=1C=CC2=C(N=C(S2)CN)C1